tert-butyl 2,2'-(5-fluoro-2-(prop-1-en-2-yl)-1,3-phenylene)diacetate FC=1C=C(C(=C(C1)CC(=O)OC(C)(C)C)C(=C)C)CC(=O)[O-]